N-(2-amino-1-(2-isopropylphenyl)ethyl)-2-methylpropane-2-sulfinamide NCC(C1=C(C=CC=C1)C(C)C)NS(=O)C(C)(C)C